2-(benzenesulfonamido)-N-[2-(cyclopropylmethoxy)ethyl]-4-phenyl-thiazole-5-carboxamide C1(=CC=CC=C1)S(=O)(=O)NC=1SC(=C(N1)C1=CC=CC=C1)C(=O)NCCOCC1CC1